bis(3,4,6-trichloro-2-{[(4-methylphenyl)methoxy] carbonyl} phenyl)oxalate ClC=1C(=C(C(=CC1Cl)Cl)OC(C(=O)OC1=C(C(=C(C=C1Cl)Cl)Cl)C(=O)OCC1=CC=C(C=C1)C)=O)C(=O)OCC1=CC=C(C=C1)C